C(C)(C)(C)OC(=O)N(C1CC=2C(=C(SC2C#N)C(=O)O)CC1)C 5-[tert-butoxycarbonyl(methyl)amino]-3-cyano-4,5,6,7-tetrahydro-2-benzothiophene-1-carboxylic acid